CC([NH3+])C dimethyl-methanaminium